(1,2-dimethylpentyl)(1-methylheptyl)phosphinic acid CC(C(CCC)C)P(O)(=O)C(CCCCCC)C